COC1=CC=C(C2=C1N=C(S2)C(=O)C2=CC(=C(C=C2)OC)OC)OC (4,7-dimethoxybenzo[d]thiazol-2-yl)(3,4-dimethoxyphenyl)methanone